1-(4-(trifluoromethylthio)phenyl)ethanone FC(SC1=CC=C(C=C1)C(C)=O)(F)F